FC1=C(C(=O)N2CCC(CC2)CN2CCN(CC2)CC(=O)N2CCN(CC2)C(=O)C=2C=C(CC3=NNC(C4=CC=CC=C34)=O)C=CC2F)C(=CC(=C1)C1=NC=CC=N1)F 4-(3-(4-(2-(4-((1-(2,6-difluoro-4-(pyrimidin-2-yl)benzoyl)piperidin-4-yl)methyl)piperazin-1-yl)acetyl)piperazine-1-carbonyl)-4-fluorobenzyl)phthalazin-1(2H)-one